ethyl 5-(4-bromobenzoyl)-pyrrolo[1,2-b]pyridazine-7-carboxylate BrC1=CC=C(C(=O)C=2C=C(N3N=CC=CC32)C(=O)OCC)C=C1